CC1(CN(C1)CC(=O)NC=1C=C(C(=NC1)F)NC(=O)C=1C=NN2C1C=NC(=C2)C=2C=NN(C2)C)C N-(5-(2-(3,3-dimethylazetidin-1-yl)acetamido)-2-fluoropyridin-3-yl)-6-(1-methyl-1H-pyrazol-4-yl)pyrazolo[1,5-a]pyrazine-3-carboxamide